4-[4-[(5S)-5-(aminomethyl)-2-carbonyl-3-oxazolidinyl]phenyl]-3-morpholone NC[C@H]1CN(C(O1)=C=O)C1=CC=C(C=C1)N1C(COCC1)=O